BrC(C(=O)O)CC1=CC(=C(C(=C1)C(C)(C)C)O)C(C)(C)C bromo-3-(3,5-di-tert-butyl-4-hydroxyphenyl)propionic acid